CNCCNCCN 1-methyl-diethylenetriamine